4-(7-azabenzooxazol-2-yl)-phenyl-(4'-(naphthalen-1-yl)-biphenyl-4-yl)-(4-(benzofuran-2-yl)-phenyl)-amine O1C(=NC2=C1N=CC=C2)C2=CC=C(C=C2)N(C2=CC=C(C=C2)C=2OC1=C(C2)C=CC=C1)C1=CC=C(C=C1)C1=CC=C(C=C1)C1=CC=CC2=CC=CC=C12